CC(C(CCCC)=O)=O 2,3-heptandione